C1(CC1)S(=O)(=O)N1N=CC(=C1)C1=NC=CC(=N1)NC1=CC(=C(C=N1)C1=NC(=CC=C1)F)NC1CCC(CC1)NCC(F)F N6'-(2-(1-(Cyclopropylsulfonyl)-1H-pyrazol-4-yl)pyrimidin-4-yl)-N4'-((1s,4s)-4-((2,2-difluoroethyl)amino)cyclohexyl)-6-fluoro-[2,3'-bipyridine]-4',6'-diamine